6-(Azetidin-1-yl)-4-fluoro-N-(2-methylpyridine-3-sulfonyl)-1-benzofuran-2-carboxamide N1(CCC1)C1=CC2=C(C=C(O2)C(=O)NS(=O)(=O)C=2C(=NC=CC2)C)C(=C1)F